Dimethyl 4,5-difluorophthalate FC=1C=C(C(C(=O)OC)=CC1F)C(=O)OC